2-methyl-5,6,7,8-tetrahydro-4H-thieno[3,2-c]azepine CC1=CC=2CNCCCC2S1